tert-butyl-((3,3-difluoroprop-1-en-2-yl)oxy)diphenylsilane tert-butyl-4-(4-(4,4,5,5-tetramethyl-1,3,2-dioxaborolan-2-yl)phenyl)piperazine-1-carboxylate C(C)(C)(C)OC(=O)N1CCN(CC1)C1=CC=C(C=C1)B1OC(C(O1)(C)C)(C)C.C(C)(C)(C)[Si](C1=CC=CC=C1)(C1=CC=CC=C1)OC(=C)C(F)F